C1(=CC=CC=C1)N1CC2(CN(C2)C=2C(=C(C(=O)OC)C=CC2)N2C=CC=C2)C1 Methyl 3-(6-phenyl-2,6-diazaspiro[3.3]heptan-2-yl)-2-(1H-pyrrol-1-yl)benzoate